(1R,4R,7R)-2-{2-[6-(2-chloro-4-methoxyphenyl)-1-(cyclopropylmethyl)-1H-pyrrolo[2,3-b]pyridin-2-yl]-7-methoxy-1-methyl-1H-1,3-benzodiazole-5-carbonyl}-2-azabicyclo[2.2.1]heptan-7-amine ClC1=C(C=CC(=C1)OC)C1=CC=C2C(=N1)N(C(=C2)C2=NC1=C(N2C)C(=CC(=C1)C(=O)N1[C@@H]2CC[C@H](C1)[C@H]2N)OC)CC2CC2